(3R)-3-amino-5-[(4-chlorophenyl)methyl]-7-[5-(2-oxa-5-azabicyclo[4.1.0]heptan-5-yl)-1,3,4-oxadiazol-2-yl]-1,1-dioxo-2,3-dihydro-1λ6,5-benzothiazepin-4-one N[C@H]1CS(C2=C(N(C1=O)CC1=CC=C(C=C1)Cl)C=C(C=C2)C=2OC(=NN2)N2CCOC1CC21)(=O)=O